C1(CC1)C=1C(=NC=C(C1)NC(C(=O)N1[C@H](CN([C@@H](C1)C)CC(C)C)C1=CC=CC=C1)=O)NC(OC(C)(C)C)=O tert-butyl (3-cyclopropyl-5-(2-((2S,5R)-4-isobutyl-5-methyl-2-phenylpiperazin-1-yl)-2-oxoacetamido)pyridin-2-yl)carbamate